(3R,4R)-4-{[5-(2,4-difluoro-phenyl)-isoxazole-3-carbonyl]-amino}-1-((1S,2S)-2-hydroxy-cyclohexyl)-piperidine-3-carboxylic acid methyl-phenethyl-amide CN(C(=O)[C@@H]1CN(CC[C@H]1NC(=O)C1=NOC(=C1)C1=C(C=C(C=C1)F)F)[C@@H]1[C@H](CCCC1)O)CCC1=CC=CC=C1